CC(C)(C(=O)O)NC(=O)OCC1=CC=CC=C1 Z-2-Methylalanine